Ethyl-6-chloro-2-(trifluoromethyl)nicotinate C(C)OC(C1=C(N=C(C=C1)Cl)C(F)(F)F)=O